1-(5-((1-(((1s,4s)-4-methoxycyclohexyl)methyl)piperidin-4-yl)methyl)pyrazolo[1,5-a]pyridin-3-yl)dihydropyrimidine-2,4(1H,3H)-dione COC1CCC(CC1)CN1CCC(CC1)CC1=CC=2N(C=C1)N=CC2N2C(NC(CC2)=O)=O